2-bromo-5-(2,6-difluorophenyl)-7-fluoro-6,7-dihydro-5H-pyrrolo[1,2-b][1,2,4]triazole BrC=1N=C2N(N1)C(CC2F)C2=C(C=CC=C2F)F